O1C(=NC(=C1)C(=O)OCC)C(=O)OCC diethyl 2,4-oxazoledicarboxylate